3-(2'-(cyclopentanesulfonyl)-5'-oxo-2,3,5,6-tetrahydro-5'H-spiro[pyran-4,8'-pyrido[4,3-d]pyrimidin]-6'(7'H)-yl)propanoic acid C1(CCCC1)S(=O)(=O)C=1N=CC2=C(N1)C1(CN(C2=O)CCC(=O)O)CCOCC1